NOC[C@H]1N(CC(C1)(F)F)C(=O)OC(C)(C)C tert-butyl (S)-2-((aminooxy) methyl)-4,4-difluoropyrrolidine-1-carboxylate